CN1C(CC(CC1(C)C)OC(=O)CC(C(CC(=O)OC1CC(N(C(C1)(C)C)C)(C)C)C(=O)OC1CC(N(C(C1)(C)C)C)(C)C)C(=O)OC1CC(N(C(C1)(C)C)C)(C)C)(C)C 1,2,3,4-butanetetracarboxylic acid tetrakis(1,2,2,6,6-pentamethyl-4-piperidinyl) ester